ClC1=C(C=C(C(=C1)F)F)N1CCN(CC1)C(CN1N=C(C2=C1CCC2)C(=O)N2C[C@H](O[C@H](C2)C)C)=O 1-[4-(2-Chloro-4,5-difluorophenyl)piperazin-1-yl]-2-{3-[(2R,6S)-2,6-dimethylmorpholin-4-carbonyl]-5,6-dihydrocyclopenta[c]pyrazol-1(4H)-yl}ethan-1-on